FC1=CC(=CC=2NC=NC21)C#N 4-fluoro-1H-1,3-benzodiazole-6-carbonitrile